C(C)(C)(C)C1N(N2C(N(C(=C(C2=O)N2CCN(CC2)C(=O)[O-])CC)CC(NC2=CC=C(C=C2)SC(F)(F)F)=O)=N1)C1=CC2=C(C=CO2)C=C1 4-(2-Tert-butyl (benzofuran-6-yl)-5-ethyl-7-oxo-4-(2-oxo-2-((4-((trifluoromethyl)thio)phenyl)amino)ethyl)-4,7-dihydro-[1,2,4]triazolo[1,5-a]pyrimidin-6-yl)piperazine-1-carboxylate